The molecule is a hydrochloride composed of equimolar amounts of cyclazosin and hydrogen chloride. It has a role as an alpha1B-adrenoceptor antagonist. It contains a cyclazosin. COC1=C(C=C2C(=C1)C(=NC(=N2)N3CCN([C@@H]4[C@H]3CCCC4)C(=O)C5=CC=CO5)N)OC.Cl